Cl.BrC1=C(C=CC=C1)[C@H](C)N (1S)-1-(2-bromophenyl)ethanamine hydrochloride